2-(1H-imidazol-1-yl)-N-(1-phenylpiperidin-4-yl)isonicotinamide N1(C=NC=C1)C=1C=C(C(=O)NC2CCN(CC2)C2=CC=CC=C2)C=CN1